ClC=1C=C2C(=CC1)NC(C21CCN(CC1)CCOC=1C=NC=2N(C(CCC2C1)=O)C1CC(C1)CO)=O 5-chloro-1'-[2-({8-[3-(hydroxymethyl)cyclobutyl]-7-oxo-5,6,7,8-tetrahydro-1,8-naphthyridin-3-yl}oxy)ethyl]-1,2-dihydrospiro[indole-3,4'-piperidin]-2-one